FC1=C(C=CC(=C1)F)[C@@H]1N(CCC1)C1=NC=2N(C=C1)N=CC2C2=CC=CC(=N2)N2CCN(CC2)CC=2C=C1CN(C(C1=CC2F)=O)C2C(NC(CC2)=O)=O 3-(5-((4-(6-(5-((R)-2-(2,4-difluorophenyl)pyrrolidin-1-yl)pyrazolo[1,5-a]pyrimidine-3-yl)pyridin-2-yl)piperazin-1-yl)methyl)-6-fluoro-1-oxoisoindolin-2-yl)piperidine-2,6-dione